6-(trifluoromethyl)pyridine-2-carboxamidine FC(C1=CC=CC(=N1)C(=N)N)(F)F